FC1(C(OC(O1)(F)C(F)(F)F)(C(F)(F)F)C(=O)F)F Perfluoro(2,4-dimethyl-2-fluoro-formyl-1,3-dioxolane)